OC1(CC1)CNC(=O)NC1=NC=C(C(=C1)C)B1OC(C(O1)(C)C)(C)C 1-[(1-hydroxycyclopropyl)methyl]-3-[4-methyl-5-(4,4,5,5-tetramethyl-1,3,2-dioxaborolan-2-yl)-2-pyridyl]urea